FC1=CC=C(C=C1)C1=NN(C=C1C=1C2=C(N=CN1)OC(=C2)C2=CC=CC=C2)CCCC(=O)O 4-(3-(4-fluorophenyl)-4-(6-phenylfuro[2,3-d]pyrimidin-4-yl)-1H-pyrazol-1-yl)butanoic acid